bis-(1-phenylisoquinolyl)iridium (iii) C1(=CC=CC=C1)C1=NC(=CC2=CC=CC=C12)[Ir+]C=1N=C(C2=CC=CC=C2C1)C1=CC=CC=C1